1-(1-oxo-5-((4-(3-(trifluoromethyl)phenyl)piperidin-1-yl)methyl)isoindolin-2-yl)dihydropyrimidine-2,4(1H,3H)-dione O=C1N(CC2=CC(=CC=C12)CN1CCC(CC1)C1=CC(=CC=C1)C(F)(F)F)N1C(NC(CC1)=O)=O